benzyl 6-{[(5S)-5-{bis[2-({2-[(α-D-mannopyranosyl)oxy]ethyl}amino)-2-oxoethyl]amino}-6-({2-[(α-D-mannopyranosyl)oxy]ethyl}amino)-6-oxohexyl]amino}-6-oxohexanoate [C@H]1([C@@H](O)[C@@H](O)[C@H](O)[C@H](O1)CO)OCCNC(CN([C@@H](CCCCNC(CCCCC(=O)OCC1=CC=CC=C1)=O)C(=O)NCCO[C@@H]1[C@@H](O)[C@@H](O)[C@H](O)[C@H](O1)CO)CC(NCCO[C@@H]1[C@@H](O)[C@@H](O)[C@H](O)[C@H](O1)CO)=O)=O